methyl 2-[2-(4-fluorophenyl)ethyl]-5-(trifluoromethyl)-3,4-dihydro-1H-quinazoline-2-carboxylate FC1=CC=C(C=C1)CCC1(NC2=CC=CC(=C2CN1)C(F)(F)F)C(=O)OC